1,2-dihydropyrazolo[1,5-a]pyridine N1CC=C2N1C=CC=C2